(2S,3R)-2-(3-(4,5-dichloro-1H-benzo[d]imidazol-1-yl)propyl)piperidin-3-ol dihydrochloride Cl.Cl.ClC1=C(C=CC=2N(C=NC21)CCC[C@@H]2NCCC[C@H]2O)Cl